2-[[(3S)-morpholin-3-yl]methyl]-7-phenyl-[1,2,4]triazolo[4,3-c]pyrimidin-3-one N1[C@H](COCC1)CN1N=C2N(C=NC(=C2)C2=CC=CC=C2)C1=O